methyl 4-(1H-pyrazol-4-yl)benzoate N1N=CC(=C1)C1=CC=C(C(=O)OC)C=C1